FC=1C=C2CC(CC2=CC1F)(C(=O)OCC)C(=O)OCC diethyl 5,6-difluoro-1,3-dihydro-2H-indene-2,2-dicarboxylate